4-[6-(5-chloro-2-fluorophenyl)-3-(3-methanesulfonylpropoxy)pyridazin-4-yl]pyridine-2,4-diamine ClC=1C=CC(=C(C1)C1=CC(=C(N=N1)OCCCS(=O)(=O)C)C1(CC(=NC=C1)N)N)F